OC1=C(C=C(C=C1)N1C(C2=C(C=C(C=C2CC1)C1=CC=C(C=C1)C(F)(F)F)O)=O)NS(=O)(=O)C N-(2-hydroxy-5-(8-hydroxy-1-oxo-6-(4-(trifluoromethyl)phenyl)-3,4-dihydroisoquinolin-2(1H)-yl)phenyl)methanesulfonamide